2-(2-(morpholinyl)ethylsulfanyl)-4-(3-ethynylphenylamino)pyrimidine N1(CCOCC1)CCSC1=NC=CC(=N1)NC1=CC(=CC=C1)C#C